C(C)O[Si]1(N(CCC1)CC(=O)OC)C 2-ethoxy-2-methyl-1-(methoxycarbonyl)methyl-1-aza-2-silacyclopentane